ClC1=C(C=C(C=C1)C1=NN(C=C1)C)CNC1=NN2C(NC(=CC2=O)CCOC)=N1 2-[[2-chloro-5-(1-methylpyrazol-3-yl)phenyl]methylamino]-5-(2-methoxyethyl)-4H-[1,2,4]-triazolo[1,5-a]pyrimidin-7-one